CN1CC([C@@H](CC1)C1=C(C=C(C=C1OC)OC)OC)O (4S)-1-methyl-4-(2,4,6-trimethoxyphenyl)piperidin-3-ol